[Si](C)(C)(C(C)(C)C)OCCN1C=C(N=CC1=O)C(=O)O 4-(2-((tert-butyldimethylsilyl)oxy)ethyl)-5-oxo-4,5-dihydropyrazine-2-carboxylic acid